[Na+].C(CC)OC(C(C)O)S(=O)(=O)[O-] propoxy-2-hydroxy-1-propanesulfonic acid sodium salt